Dichloro[1,3-bis(2,4,6-trimethylphenyl)-2-imidazolylidene](3-phenyl-1H-inden-1-ylidene)(triphenylphosphine) ruthenium [Ru].ClC1=C(C(C(C=C1)P(C1=CC=CC=C1)(C1=CC=CC=C1)=C1C=C(C2=CC=CC=C12)C1=CC=CC=C1)=C1N(C=CN1C1=C(C=C(C=C1C)C)C)C1=C(C=C(C=C1C)C)C)Cl